NC1=C(C=CC=C1)C#C 1-amino-2-ethynylbenzene